4-(4-chlorophenyl)-2,2-diphenyl-1,2-dihydroquinazoline ClC1=CC=C(C=C1)C1=NC(NC2=CC=CC=C12)(C1=CC=CC=C1)C1=CC=CC=C1